[Pd].BrC=1C=2N(C=C(C1)Cl)C(=CN2)C2=CC=NN2C 8-bromo-6-chloro-3-(1-methyl-1H-pyrazol-5-yl)imidazo[1,2-a]pyridine palladium